(E)-N-(2,6-dioxopiperidin-3-yl)-2-(5-(4-((1-(4-(1-(4-hydroxyphenyl)-2-phenylbut-1-en-1-yl)phenyl)piperidin-4-yl)methyl)piperazin-1-yl)pyridin-2-yl)-N-methylacetamide O=C1NC(CCC1N(C(CC1=NC=C(C=C1)N1CCN(CC1)CC1CCN(CC1)C1=CC=C(C=C1)/C(=C(/CC)\C1=CC=CC=C1)/C1=CC=C(C=C1)O)=O)C)=O